BrC=1C=C(C(=NC1OC)OC(F)(F)F)NC(OC)=O Methyl (5-bromo-6-methoxy-2-(trifluoromethoxy)pyridin-3-yl)carbamate